C(C)(C)(C)OC(NC=1C=C(C2=C(C=CO2)C1)Br)=O (7-bromobenzofuran-5-yl)carbamic acid tert-butyl ester